3-pyrimidin-5-yl-4-[[(3S)-pyrrolidin-3-yl]methoxy]-1H-pyrrolo[2,3-b]pyridine N1=CN=CC(=C1)C1=CNC2=NC=CC(=C21)OC[C@@H]2CNCC2